FC1=C(NC2=CN=CC(=N2)C(CCC(=O)OC)(CC)CC)C=CC(=C1)F methyl 4-[6-(2,4-difluoroanilino)pyrazin-2-yl]-4-ethyl-hexanoate